N,N'-di-(3,5-di-tert-butyl-4-hydroxyphenylpropionyl)-hexamethylendiamine C(C)(C)(C)C=1C=C(C=C(C1O)C(C)(C)C)CCC(=O)NCCCCCCNC(CCC1=CC(=C(C(=C1)C(C)(C)C)O)C(C)(C)C)=O